tert-butyl 4-(4-(4-((5-(tert-butyl)-N-methyl-1,2,4-oxadiazole-3-carboxamido)methyl)-3-methylphenyl)pyridin-3-yl)piperazine-1-carboxylate C(C)(C)(C)C1=NC(=NO1)C(=O)N(C)CC1=C(C=C(C=C1)C1=C(C=NC=C1)N1CCN(CC1)C(=O)OC(C)(C)C)C